O1C=C(C=C1)CN1C2=C(C(C1=O)(C)C)SC(=C2)C#N 4-(Furan-3-ylmethyl)-6,6-dimethyl-5-oxo-5,6-dihydro-4H-thieno[3,2-b]pyrrole-2-carbonitrile